[Si](C)(C)(C(C)(C)C)O[C@@H]1C[C@H](N(C1)C(=O)OC(C)(C)C)C=1N(C=CN1)CC1=CC=CC2=CC=CC=C12 tert-butyl (2S,4R)-4-[tert-butyl(dimethyl)silyl]oxy-2-[1-(naphthalen-1-ylmethyl)imidazol-2-yl]pyrrolidine-1-carboxylate